N1=C(C=CC2=CC=CC=C12)C1=CC=C(C=C1)NC1=CC=C(C=C1)C1=NC2=CC=CC=C2C=C1 bis(4-(quinolin-2-yl)phenyl)amine